COC=1C=CC=C2C=CC=C(C12)CCN(CCC)CCC N-(2-(8-methoxynaphthalen-1-yl)ethyl)-N-propylpropan-1-amine